CC1=C(OC=2CCC3=CN(N=C3C21)CC2COC2)C(=O)NC[C@H]2OCCC2 8-Methyl-2-(oxetan-3-ylmethyl)-N-[(2S)-tetrahydrofuran-2-ylmethyl]-4,5-dihydro-2H-furo[2,3-g]indazole-7-carboxamide